1-isopropyl-5-nitro-1H-benzo[d][1,2,3]triazole C(C)(C)N1N=NC2=C1C=CC(=C2)[N+](=O)[O-]